C(C)(C)(C)N(C(=O)OCCOC(C(=C)C)=O)CC1=C(C=CC(=C1)Cl)Br 2-(methacryloyloxy)ethanol tert-butyl-(2-bromo-5-chlorobenzyl)carbamate